FC(C(=O)O)(OC(C(OC(C(OC(C(OC(C(C(F)(F)F)(F)F)(F)F)(C(F)(F)F)F)(F)F)(C(F)(F)F)F)(F)F)(C(F)(F)F)F)(F)F)C(F)(F)F perfluoro-2,5,8,11-tetramethyl-3,6,9,12-tetraoxapentadecanoic acid